[Cl-].CC1=C(C(=CC(=C1)C)C)N1CN(C=C1)C1=C(C=C(C=C1C)C)C 1,3-bis(2,4,6-trimethylphenyl)imidazole chloride